C(C1=CC=C(C(=O)OCC(CCCC)CC)C=C1)(=O)OCC(CCCC)CC Di-(2-ethylhexyl) terephthalate